5-nitro-4,7-bis(thiophen-2-yl)benzo[c][1,2,5]thiadiazole [N+](=O)([O-])C1=C(C=2C(=NSN2)C(=C1)C=1SC=CC1)C=1SC=CC1